F[C@H]1[C@H](N(CC1)C1=NC(=CC(N1)=O)N1CCOCC1)CC1=C(C=CC=C1)OC 2-((2R,3R)-3-fluoro-2-(2-methoxybenzyl)pyrrolidin-1-yl)-6-morpholinopyrimidin-4(3H)-one